The molecule is an epoxydocosapentaenoic acid (7Z,9E,11E,16Z,19Z)-docosapentaenoic acid in which the epoxy group is located at the 13,14-position. An intermediate in the specialised proresolving mediators It has a role as a human xenobiotic metabolite. It is a conjugate acid of a (7Z,9E,11E,16Z,19Z)-13,14-epoxydocosapentaenoate. CC/C=C\\C/C=C\\CC1C(O1)/C=C/C=C/C=C\\CCCCCC(=O)O